OCCOC1=CC=C(C=C1)S(=O)(=O)C1=CC=C(C=C1)OCCO bis-[4-(2-hydroxy ethoxy)phenyl] sulfone